(4aS,7aS)-4,4-difluoro-octahydro-1H-pyrrolo[3,4-b]pyridin FC1([C@@H]2[C@H](NCC1)CNC2)F